2-(3-pyridyl)chromen-4-one N1=CC(=CC=C1)C=1OC2=CC=CC=C2C(C1)=O